2-methyl-4-(4-nitrophenyl)but-3-yn-2-ol CC(C)(C#CC1=CC=C(C=C1)[N+](=O)[O-])O